methyl 1-(1-(2-(benzo[d]thiazol-2-yl)-4-hydroxypyrrolidin-1-yl)-3-methyl-1-oxobutan-2-yl)-1H-1,2,3-triazole-4-carboxylate S1C(=NC2=C1C=CC=C2)C2N(CC(C2)O)C(C(C(C)C)N2N=NC(=C2)C(=O)OC)=O